C(CCC)C=1N(C(C(=C(N1)C)CCS(=O)(=O)N(C)C)=O)C([2H])([2H])C1=CC(=C(C=C1)C1=C(C=CC=C1)S(NC1=NOC(=C1C)C)(=O)=O)COCC 2-(2-butyl-1-((2'-(N-(4,5-dimethylisoxazol-3-yl)sulfamoyl)-2-(ethoxymethyl)-[1,1'-biphenyl]-4-yl)methyl-d2)-4-methyl-6-oxo-1,6-dihydropyrimidin-5-yl)-N,N-dimethylethanesulfonamide